NC1=NC=C(C2=C1C=NN2)NC(=O)C(=O)N(CC2=CC=C(C=C2)S(F)(F)(F)(F)F)CC N-(4-amino-1H-pyrazolo[4,3-c]pyridin-7-yl)-N'-ethyl-N'-[[4-(pentafluoro-sulfanyl)phenyl]methyl]oxamide